ethyldi(dec-9-en-1-yl)aluminum C(C)[Al](CCCCCCCCC=C)CCCCCCCCC=C